ClC1=CC=C(C(=C1)C)\C=C\C(=O)C1=C(C=C(C=C1)C)O 4-Chloro-2'-hydroxy-4',6-dimethylchalcone